C1(CCCCCC1)[Si](OCCC)(OCCC)C1CCCCCC1 dicycloheptyldi-n-propoxysilane